trans-5-hydroxyhexahydrocyclopenta[c]pyrrole-2(1H)-carboxylic acid tert-butyl ester C(C)(C)(C)OC(=O)N1CC2C(C1)CC(C2)O